6-(1-benzylbut-3-enylamino)-N'-[(2R)-2-benzyloxy-2-(trifluoromethyl)hex-5-enoyl]-3-nitro-5-(trifluoromethyl)pyridine-2-carbohydrazide C(C1=CC=CC=C1)C(CC=C)NC1=C(C=C(C(=N1)C(=O)NNC([C@](CCC=C)(C(F)(F)F)OCC1=CC=CC=C1)=O)[N+](=O)[O-])C(F)(F)F